COC(C1=C(C=C(C(=C1)[N+](=O)[O-])OC)SCC1=CC=CC=C1)=O 2-(benzylthio)-4-methoxy-5-nitrobenzoic acid methyl ester